3-(4-(7-chloro-3-(methylthio)dibenzo[b,f][1,4]oxazepin-11-yl)piperazin-1-yl)-2,2-dimethylpropanoic acid ClC=1C=CC2=C(OC3=C(C(=N2)N2CCN(CC2)CC(C(=O)O)(C)C)C=CC(=C3)SC)C1